5-(bromomethyl)-3,4-dihydro-1H-isoquinoline-2-carboxylic acid tert-butyl ester C(C)(C)(C)OC(=O)N1CC2=CC=CC(=C2CC1)CBr